FC=1C(=CC=2C3=C(NC(C2C1)=O)[C@@H](OC[C@H]3N(C(=O)C=3NC1=CC(=C(C=C1C3)F)C(F)F)C)O)F (S,R)-N-(8,9-difluoro-4-hydroxy-6-oxo-1,4,5,6-tetrahydro-2H-pyrano[3,4-c]isoquinolin-1-yl)-6-(difluoromethyl)-5-fluoro-N-methyl-1H-indole-2-carboxamide